CC(CCC(CC)O)CCC 6-methylnonane-3-ol